2-(difluoromethoxy)-4-fluoro-6-[6-(6-{[(2S)-1-(1H-tetrazol-1-yl)propan-2-yl]oxy}pyridin-2-yl)imidazo[1,2-b]pyridazin-3-yl]benzonitrile FC(OC1=C(C#N)C(=CC(=C1)F)C1=CN=C2N1N=C(C=C2)C2=NC(=CC=C2)O[C@H](CN2N=NN=C2)C)F